2-Chloro-4-(8-(4-(4-((4-(5-((2,6-dioxopiperidin-3-yl)amino)-2-fluoro-phenyl)piperazin-1-yl)-methyl)piperidine-1-carbonyl)phenyl)-3-methyl-2,8-diazaspiro[4.5]decan-2-yl)benzonitrile ClC1=C(C#N)C=CC(=C1)N1CC2(CC1C)CCN(CC2)C2=CC=C(C=C2)C(=O)N2CCC(CC2)CN2CCN(CC2)C2=C(C=CC(=C2)NC2C(NC(CC2)=O)=O)F